N[C@](C(=O)[O-])(CC(C)(C)C)C1=CC(=C(C=C1)C1=NN(N=C1)C([2H])([2H])[2H])F (R)-2-amino-2-(3-fluoro-4-(2-(methyl-d3)-2H-1,2,3-triazol-4-yl) phenyl)-4,4-dimethylpentanoate